COC1=NN2C(=NC(=CC2=O)C(F)(F)F)S1 2-methoxy-7-(trifluoromethyl)-[1,3,4]thiadiazolo[3,2-a]pyrimidin-5-one